FC=1C(=NNC1)C(=O)[O-] 4-fluoro-1H-pyrazole-3-carboxylate